2-(2-(3-(benzyloxy)cyclobutoxy)phenyl)-4,4,5,5-tetramethyl-1,3,2-dioxaborolane C(C1=CC=CC=C1)OC1CC(C1)OC1=C(C=CC=C1)B1OC(C(O1)(C)C)(C)C